dicyclohexyl-[2',4',6'-tris(1-methylethyl)[1,1'-biphenyl]-2-yl]-phosphine C1(CCCCC1)P(C1=C(C=CC=C1)C1=C(C=C(C=C1C(C)C)C(C)C)C(C)C)C1CCCCC1